cis-8-methylamino-3-(4-methyl-2-morpholin-4-yl-pyrimidin-5-yl)-8-phenyl-1,3-diazaspiro[4.5]decan-2-one CNC1(CCC2(CN(C(N2)=O)C=2C(=NC(=NC2)N2CCOCC2)C)CC1)C1=CC=CC=C1